OC(CO)C1=C(C=C(C=2N=COC21)C2=CC=C(C=C2)OC(F)(F)F)CNC(OC(C)(C)C)=O tert-butyl ((7-(1,2-dihydroxyethyl)-4-(4-(trifluoromethoxy)phenyl)benzo[d]oxazol-6-yl)methyl)carbamate